(6R,7R,8S)-8-(hydroxymethyl)-N-(4-methoxyphenyl)-7-[4-(2-phenylethynyl)phenyl]-1,4-diazabicyclo[4.2.0]octane-4-carboxamide OC[C@@H]1[C@@H]([C@@H]2CN(CCN12)C(=O)NC1=CC=C(C=C1)OC)C1=CC=C(C=C1)C#CC1=CC=CC=C1